2-Methyl-N-(naphthalen-1-yl(tetrahydrofuran-3-yl)methyl)-5-nitrobenzamide CC1=C(C(=O)NC(C2COCC2)C2=CC=CC3=CC=CC=C23)C=C(C=C1)[N+](=O)[O-]